N-[1-(pyridin-3-yl)-5-(trifluoromethyl)-1H-pyrazol-4-yl]carbamic acid tert-butyl ester C(C)(C)(C)OC(NC=1C=NN(C1C(F)(F)F)C=1C=NC=CC1)=O